C(#N)[C@H](C[C@@H]1C(NCCC1)=O)NC(=O)[C@H]1N([C@H]2CC([C@@H]1CC2)(F)F)C(=O)C2(C1=CC=CC=C1C=1C=CC=CC21)O (1R,3S,4R)-N-((S)-1-cyano-2-((R)-2-oxopiperidin-3-yl)ethyl)-5,5-difluoro-2-(9-hydroxy-9H-fluorene-9-carbonyl)-2-azabicyclo[2.2.2]octane-3-carboxamide